5-(2-bromo-4-fluorophenyl)-3-(2-methyl-4-(1-methyl-4-(trifluoromethyl)-1H-imidazol-2-yl)phenyl)-1,2,4-oxadiazole BrC1=C(C=CC(=C1)F)C1=NC(=NO1)C1=C(C=C(C=C1)C=1N(C=C(N1)C(F)(F)F)C)C